C1(=CC=C(C=C1)NC(=O)NC1=CC=CC=C1)NC(=O)NC1=CC=CC=C1 1,1'-(1,4-Phenylene)bis(3-phenylurea)